racemic-tetrahydrofolate C(CC[C@@H](C(=O)O)NC(=O)C1=CC=C(NC[C@@H]2CNC=3N=C(N)NC(=O)C3N2)C=C1)(=O)[O-] |&1:16|